[3-Fluoro-5-(7-morpholin-4-yl-quinazolin-4-yl)-phenyl]thiazol-2-yl-methanol FC=1C=C(C=C(C1)C1=NC=NC2=CC(=CC=C12)N1CCOCC1)C(O)C=1SC=CN1